CC1=NN=C(N1[C@H]1CN(C[C@@H](C1)C)C1=NC=CC(=N1)C1=CN=C2N1C=C(C=C2)C(F)(F)F)C 3-(2-((3R,5R)-3-(3,5-dimethyl-4H-1,2,4-triazol-4-yl)-5-methylpiperidin-1-yl)pyrimidin-4-yl)-6-(trifluoromethyl)imidazo[1,2-a]pyridine